ClC1=CC(=C(C=C1)CN(CC(=O)NO)CC1=C(C=C(C=C1)Cl)F)F 2-[bis[(4-chloro-2-fluoro-phenyl)methyl]-amino]ethanehydroxamic acid